(S)-5-(2-benzyl-4-(methylsulfonyl)piperazin-1-yl)-3-methyl-1H-pyrazolo[3,4-c]pyridine C(C1=CC=CC=C1)[C@@H]1N(CCN(C1)S(=O)(=O)C)C=1C=C2C(=CN1)NN=C2C